1-tert-butyl 2-methyl (2R,3S)-3-hydroxypyrrolidine-1,2-dicarboxylate O[C@@H]1[C@@H](N(CC1)C(=O)OC(C)(C)C)C(=O)OC